4-(6-methyl-1H-indol-3-yl)-pyrimidine CC1=CC=C2C(=CNC2=C1)C1=NC=NC=C1